N[C@H](CO)C1=C(C=CC=C1)F (S)-2-amino-2-(2-fluorophenyl)ethanol